FC(C(=O)O)(F)F.N[C@@H]1[C@H](CCNCC1)C1=C(C2=NC(=CC(=C2S1)NCC=1SC=CC1)Cl)Br 2-((4S,5S)-5-Aminoazepan-4-yl)-3-bromo-5-chloro-N-(thiophen-2-ylmethyl)thieno[3,2-b]pyridin-7-amine trifluoroacetate salt